ClC1=CC=C(C=C1)C=1C(=NC=CC1C=1C(=NN(C1)CC1=CC=C(C=C1)C(F)(F)F)C(F)(F)F)N 3-(p-chlorophenyl)-4-[3-(trifluoromethyl)-1-{[p-(trifluoromethyl)phenyl]methyl}-1H-pyrazol-4-yl]-2-pyridylamine